tert-butyl 4-[1-[3-(2-bromo-4-isopropyl-phenoxy)phenyl]azetidin-3-yl]piperazine-1-carboxylate BrC1=C(OC=2C=C(C=CC2)N2CC(C2)N2CCN(CC2)C(=O)OC(C)(C)C)C=CC(=C1)C(C)C